C1(=CC=CC=C1)C1=NC(=NC(=C1)C1=CC=CC=C1)C=1C=C(C=CC1)C1=CC(=NC=C1C1=CC=C(C=C1)N1C2=CC(=CC=C2C=2C=CC(=CC12)C1=CC=CC=C1)C1=CC=CC=C1)C1=CC=C(C=C1)N1C2=CC(=CC=C2C=2C=CC(=CC12)C1=CC=CC=C1)C1=CC=CC=C1 9,9'-((4-(3-(4,6-diphenylpyrimidin-2-yl)phenyl)pyridine-2,5-diyl)bis(4,1-phenylene))bis(2,7-diphenyl-9H-carbazole)